((S)-1-(((S)-4-(cyclopropylamino)-3,4-dioxo-1-((S)-2-oxopyrrolidin-3-yl)butan-2-yl)amino)-4-methyl-1-oxopentan-2-yl)carbamic acid (S)-2-(3-chlorophenyl)-2-methyl-1-phenylpropyl ester ClC=1C=C(C=CC1)C([C@H](C1=CC=CC=C1)OC(N[C@H](C(=O)N[C@@H](C[C@H]1C(NCC1)=O)C(C(=O)NC1CC1)=O)CC(C)C)=O)(C)C